(trans)-4-ethyl-4'-propylbicyclohexane C(C)C1CCC(CC1)C1CCC(CC1)CCC